ClN1SC(=C(N1)CCO)C 2-chloro-5-methyl-thiadiazoleethanol